N1C=CC2=CC=C(C=C12)NC1=NC=CC=C1CO (2-((1H-indol-6-yl)amino)pyridin-3-yl)methanol